ethyl 8-(cyclohexylmethyl)-2-methyl-2H,8H-pyrazolo[3,4-b]indole-5-carboxylate C1(CCCCC1)CN1C=2C(C3=CC(=CC=C13)C(=O)OCC)=CN(N2)C